2-{6-[3-(cyclobutylamino)pyrrolidin-1-yl]pyridazin-3-yl}-5-(2-methyl-1,3-oxazol-5-yl)phenol C1(CCC1)NC1CN(CC1)C1=CC=C(N=N1)C1=C(C=C(C=C1)C1=CN=C(O1)C)O